1,3,5-tris(N-cyclohexyl-N-(2,2,6,6-tetramethyl-piperazine-3-one-4-yl)amino)-s-triazine C1(CCCCC1)N(N1C(C(NC(C1)(C)C)(C)C)=O)N1CN(CN(C1)N(C1CCCCC1)N1C(C(NC(C1)(C)C)(C)C)=O)N(C1CCCCC1)N1C(C(NC(C1)(C)C)(C)C)=O